2-chloro-9-acryloyloxy-10-methoxycarbonyloxy-1,4-dihydro-1,4-methanoanthracene ClC=1C2C3=C(C4=CC=CC=C4C(=C3C(C1)C2)OC(=O)OC)OC(C=C)=O